ClC1=CC=C(CC2=NC=CC(=N2)OC2=CC=C(CC3=NC=4C(=NC(=CC4)C(=O)OC)N3C[C@H]3OCC3)C=C2)C=C1 methyl (S)-2-(4-((2-(4-chlorobenzyl) pyrimidin-4-yl) oxy) benzyl)-3-(oxetan-2-ylmethyl)-3H-imidazo[4,5-b]pyridine-5-carboxylate